C(N)(=O)C=1C(=NN(C1)[C@@H]1COCC[C@H]1C#N)NC=1C=CC(=C(C1)CC(=O)OC)B1OCC(CO1)(C)C methyl 2-(5-((4-carbamoyl-1-(trans-4-cyanotetrahydro-2H-pyran-3-yl)-1H-pyrazol-3-yl)amino)-2-(5,5-dimethyl-1,3,2-dioxaborinan-2-yl)phenyl)acetate